C(C)(C)(C)OC(=O)N1CCC2(CN(C2)C2=CC(=C(C(=C2)F)C2C(NC(CC2)=O)=O)F)CC1.O1C(=NCC1)C1=CC=C(C=C1)C=1OCCN1 1,4-bis(4,5-dihydro-oxazol-2-yl)benzene tert-butyl-2-(4-(2,6-dioxopiperidin-3-yl)-3,5-difluorophenyl)-2,7-diazaspiro[3.5]nonane-7-carboxylate